C(#N)C1CN(C1)S(=O)(=O)N1C[C@H](CCC1)C(=O)N1[C@H](CCC1)C(=O)N[C@@H](CC)C1=CC(=CC(=C1)F)F 1-(((3S)-1-((3-cyano-1-azetidinyl)sulfonyl)-3-piperidinyl)carbonyl)-N-((1S)-1-(3,5-difluorophenyl)propyl)-D-prolinamide